FC(OC=1C=C(CN)C=CC1)F 3-(difluoromethoxy)benzylamine